(5-((4-chlorophenoxy)methyl)-1,3,4-thiadiazol-2-yl)-4-(4-fluoro-2-methoxyphenyl)-6-methylnicotinamide ClC1=CC=C(OCC2=NN=C(S2)C2=C(C(=O)N)C(=CC(=N2)C)C2=C(C=C(C=C2)F)OC)C=C1